ClC=1N=C(C2=C(N1)CN(C2)C(=O)OC(C)(C)C)C2CCC2 tert-Butyl 2-chloro-4-cyclobutyl-5,7-dihydro-6H-pyrrolo[3,4-d]pyrimidine-6-carboxylate